CN(C/C=C/C(=O)N1CC=2N(CC1)N=C(C2C2=CC=NC=C2)C2=C(C=CC=C2)OC)C (2E)-4-(dimethylamino)-1-[2-(2-methoxyphenyl)-3-(pyridin-4-yl)-6,7-dihydropyrazolo[1,5-a]pyrazin-5(4H)-yl]but-2-en-1-one